ClC1=CC=C(C=C1)[C@H](CO)N1[C@@]2(CCN(C2)C2=NC=C(C#N)C=C2)C(N(CC1=O)C(C)C)=O 6-((R)-6-((R)-1-(4-chlorophenyl)-2-hydroxyethyl)-9-isopropyl-7,10-dioxo-2,6,9-triazaspiro[4.5]decan-2-yl)nicotinonitrile